9-((2R,3R,5S)-3-((tert-butyldimethylsilyl)oxy)-5-(((tert-butyldimethylsilyl)oxy)methyl)tetrahydrofuran-2-yl)-9H-purin-6-amine [Si](C)(C)(C(C)(C)C)O[C@H]1[C@@H](O[C@@H](C1)CO[Si](C)(C)C(C)(C)C)N1C2=NC=NC(=C2N=C1)N